C(C)OC(C1=C(C=CC(=C1)C)NC1=C(C=CC=C1)[N+](=O)[O-])=O 5-methyl-2-((2-nitrophenyl)amino)benzoic acid ethyl ester